CC(CC/C=C(/C)\\CC/C=C(\\C)/CC/C=C(\\C)/CCC=C(C)C)CCOP(=O)([O-])OP(=O)([O-])OC1[C@@H]([C@H]([C@@H]([C@H](O1)CO)O[C@H]2[C@@H]([C@H]([C@@H]([C@H](O2)CO)O[C@H]3[C@H]([C@H]([C@@H]([C@H](O3)CO)O)O)O)O)NC(=O)C)O)NC(=O)C The molecule is the dolichyl diphosphooligosaccharide(2-) species that is the dianion formed by loss of protons from the diphospho linkage in beta-D-Man-(1->4)-beta-D-GlcNAc-(1->4)-D-GlcNAc(PP-Dol); major microspecies at pH 7.3. It is a conjugate base of a beta-D-Man-(1->4)-beta-D-GlcNAc-(1->4)-D-GlcNAc(PP-Dol).